FC(C=1C=C2N=CC(=NC2=CC1)C(=O)O)(F)F 6-(trifluoromethyl)quinoxaline-2-carboxylic acid